5-(2-((2,3-Dihydro-1H-inden-2-yl)amino)pyrimidin-5-yl)-1,3,4-oxadiazol-2(3H)-one C1C(CC2=CC=CC=C12)NC1=NC=C(C=N1)C1=NNC(O1)=O